bis(2,4,6-trimethylbenzyl)-phenylphosphine oxide CC1=C(CP(C2=CC=CC=C2)(CC2=C(C=C(C=C2C)C)C)=O)C(=CC(=C1)C)C